C(CC(O)(C(=O)O)CC(=O)O)(=O)O.CO\N=C\[C@]1(CN(CC1)C(C)(C)C=1C=NC(=CC1)C)CCC=1SC(=CC1)F |o1:17| (R or S,E)-3-(2-(5-fluorothiophen-2-yl)ethyl)-1-(2-(6-methylpyridin-3-yl)propan-2-yl)pyrrolidine-3-carbaldehyde O-methyl oxime citrate